vinyltriisopropenoxy(isopropenoxy)silane C(=C)C=C(C)O[Si](OC(=C)C)(OC(=C)C)OC(=C)C